C1(=CC=CC=C1)C1OC(C2=CC=CC=C2C1)=O 3-Phenyl-3,4-dihydro-1H-isochromen-1-on